tert-Butyl (3S)-3-[4-(4-bromo-3-chloro-2-fluoro-anilino)pyrido[3,2-d]pyrimidin-6-yl]oxypyrrolidine-1-carboxylate BrC1=C(C(=C(NC=2C3=C(N=CN2)C=CC(=N3)O[C@@H]3CN(CC3)C(=O)OC(C)(C)C)C=C1)F)Cl